(1R)-1-((2S)-2-(azidomethyl)-5-fluoro-2-methyl-2,3-dihydrobenzofuran-7-yl)ethan-1-amine N(=[N+]=[N-])C[C@]1(OC2=C(C1)C=C(C=C2[C@@H](C)N)F)C